7-((2,3-difluorobenzyl)oxy)-3,4,11,11a-tetrahydropyrimido[6',1':2,3]imidazo[5,1-c][1,4]thiazin-9(1H)-one FC1=C(COC2=NC(N3C(N4C(CSCC4)C3)=C2)=O)C=CC=C1F